6-(4,4-difluoropiperidin-1-yl)-N-(1H-indol-3-yl)-3,4-dihydroisoquinoline-2(1H)-carboxamide FC1(CCN(CC1)C=1C=C2CCN(CC2=CC1)C(=O)NC1=CNC2=CC=CC=C12)F